BrC1=CC=C2N=CC(=NC2=C1O)N[C@@H]1C[C@H](N(CC1)C(=O)OC(C)(C)C)C(=O)O (2S,4S)-4-((7-bromo-8-hydroxyquinoxaline-2-yl)amino)-1-(tert-butoxycarbonyl)piperidine-2-carboxylic acid